C1(CC1)C=1N=C(SC1C(=O)O)C1=CC=2N(C=C1)N=CC2C=2C(=NN(C2C)C)C 4-cyclopropyl-2-[3-(1,3,5-trimethylpyrazol-4-yl)pyrazolo[1,5-a]pyridin-5-yl]thiazole-5-carboxylic acid